2-(2-chlorophenyl)-5-hydroxy-8-[(3S,4R)-3-hydroxy-1-methylpiperidin-4-yl]-4-oxo-4H-1-benzopyran-7-yl [(piperidin-2-yl)methyl]propan-2-ylcarbamate N1C(CCCC1)CN(C(OC1=C(C2=C(C(C=C(O2)C2=C(C=CC=C2)Cl)=O)C(=C1)O)[C@@H]1[C@@H](CN(CC1)C)O)=O)C(C)C